O=C1[C@@]2(C=3C(=NC=C(C3)/C=C/COCCOCCN(C(OC(C)(C)C)=O)C)N1)CC=1C(=NC=C(C1)C(=O)O)C2 (S,E)-2'-oxo-5'-(2,2,5-trimethyl-4-oxo-3,8,11-trioxa-5-azatetradec-13-en-14-yl)-1',2',5,7-tetrahydrospiro[cyclopenta[b]pyridine-6,3'-pyrrolo[2,3-b]pyridine]-3-carboxylic acid